C(C)(=O)C1=NN(C2=C(C=C(C=C12)C=1C=NC(=NC1)C)C)CC(=O)N1[C@@H]2C[C@@]2(C[C@H]1C(=O)NC1=NC(=CC=C1C)Br)COC (1R,3S,5S)-2-(2-(3-acetyl-7-methyl-5-(2-methylpyrimidin-5-yl)-1H-indazol-1-yl)acetyl)-N-(6-bromo-3-methylpyridin-2-yl)-5-(methoxymethyl)-2-azabicyclo[3.1.0]hexane-3-carboxamide